3-[3-(3,5-dimethyl-1H-pyrazol-4-yl)propoxy]-4-fluorobenzoic acid hydrochloride Cl.CC1=NNC(=C1CCCOC=1C=C(C(=O)O)C=CC1F)C